N-(1,3-dioxoisoindol-5-yl)-2-(3-methoxyphenyl)-2-(4-ethylpiperazin-1-yl)acetamide O=C1NC(C2=CC(=CC=C12)NC(C(N1CCN(CC1)CC)C1=CC(=CC=C1)OC)=O)=O